6-amino-3-(2,5-difluorobenzyl)isobenzofuran-1(3H)-one NC1=CC=C2C(OC(C2=C1)=O)CC1=C(C=CC(=C1)F)F